P(=O)(OC)(OCOC1=C(C(=CC(=C1)CCCCC)OCOP(=O)(OC)OC1=CC=CC=C1)C1C(CCC(=C1)C)C(=C)C)OC1=CC=CC=C1 methyl (((5'-methyl-4-pentyl-6-(((phenoxy(methoxy)phosphoryl)oxy) methoxy)-2'-(prop-1-en-2-yl)-1',2',3',4'-tetrahydro-[1,1'-biphenyl]-2-yl)oxy)methyl) phenyl phosphate